Methyl-(S,E)-(7-amino-1-((1-((4-(2,2-difluoroethoxy)-6-fluoro-1H-benzo[d]imidazol-2-yl)methyl)-2-oxo-1,2-dihydropyridin-3-yl)amino)-1,7-dioxohept-5-en-2-yl)carbamat COC(N[C@H](C(=O)NC=1C(N(C=CC1)CC1=NC2=C(N1)C=C(C=C2OCC(F)F)F)=O)CC\C=C\C(=O)N)=O